C(C)(C)(C)OC(=O)N1CCN(CC1)C1=C2C=C(N=NC2=C(C=C1)C(=O)OC)CC methyl 5-[4-(tert-butoxycarbonyl)piperazin-1-yl]-3-ethylcinnoline-8-carboxylate